N-((2R,3S)-1-acetyl-2-(((cis-4-(2-(trifluoromethyl)phenyl)-cyclohexyl)oxy)methyl)piperidin-3-yl)methanesulfonamide C(C)(=O)N1[C@H]([C@H](CCC1)NS(=O)(=O)C)CO[C@@H]1CC[C@@H](CC1)C1=C(C=CC=C1)C(F)(F)F